FC(S(=O)(=O)OC1=CC(=C(C(=C1)O)[C@H]1[C@@H](CCC(=C1)C([2H])([2H])[2H])C(=C([2H])[2H])C([2H])([2H])[2H])O)(F)F (1'R,2'R)-2,6-dihydroxy-5'-(methyl-d3)-2'-(prop-1-en-2-yl-d5)-1',2',3',4'-tetrahydro-[1,1'-biphenyl]-4-yl trifluoromethanesulfonate